FC(C(=O)O)(F)F.C1NCC12NCCCC2 2,5-diazaspiro[3.5]nonane 2,2,2-trifluoroacetic acid salt